4-[2-(dimethylamino)ethoxy]chlorobenzyl chloride CN(CCOC1=CC=C(C(Cl)Cl)C=C1)C